FC1=C(C=2OCC(N3C=CC(C(=C1)C32)=O)C)N3CCC(CC3)O 7-fluoro-6-(4-hydroxy-1-piperidinyl)-2-methyl-4-oxa-1-azatricyclo[7.3.1.05,13]tridecan-5(13),6,8,11-tetraen-10-one